ClC=1C=C(C=CC1C#N)NC(C(C1=CC=C(C=C1)C=1N=NN(N1)C)C1CC(CC1)(F)F)=O N-(3-Chloro-4-cyanophenyl)-2-(3,3-difluorocyclopentyl)-2-(4-(2-methyl-2H-tetrazol-5-yl)phenyl)acetamide